3,5-dimethylspiro[6H-thieno[3,2-c]pyridin-7,1'-cyclopropan]-4-one CC1=CSC2=C1C(N(CC21CC1)C)=O